(R)-4-(7-(4-bromo-3-(trifluoromethyl)benzoyl)-2-(3-isopropyl-1H-pyrazol-1-yl)-6-methyl-4-oxo-5,6,7,8-tetrahydropyrido[3,4-d]pyrimidin-3(4H)-yl)-N-methylbenzamide BrC1=C(C=C(C(=O)N2CC=3N=C(N(C(C3C[C@H]2C)=O)C2=CC=C(C(=O)NC)C=C2)N2N=C(C=C2)C(C)C)C=C1)C(F)(F)F